N1(CCCCC1)C1CNC1 3-(piperidin-1-yl)azetidin